ClC=1C(=NC(=NC1)NC1CCOCC1)C1=CC=2C(N(CCC2S1)CC(=O)N[C@H](CO)C1=CC(=CC=C1)Cl)=O (S)-2-(2-(5-chloro-2-((tetrahydro-2H-pyran-4-yl)amino)pyrimidin-4-yl)-4-oxo-6,7-dihydrothieno[3,2-c]pyridin-5(4H)-yl)-N-(1-(3-chlorophenyl)-2-hydroxyethyl)acetamide